OCCN(CCO)C1=NC=CN=C1 (N,N'-bis(hydroxyethyl)amino)pyrazine